1-(1H-benzimidazol-2-yl)-isoquinoline N1C(=NC2=C1C=CC=C2)C2=NC=CC1=CC=CC=C21